OC1=CC=C(C=C1)C(C=CC1=CC(=C(C=C1)OC1=CC=C(C=C1)OC)[N+](=O)[O-])=O 1-(4-Hydroxyphenyl)-3-[4-(4-methoxyphenoxy)-3-nitrophenyl]prop-2-en-1-one